FC=1C(=C2C(=NC(=NC2=C(C1)F)OC[C@]12CCCN2C[C@@H](C1)F)N1C[C@H]2CC[C@@H](C1)N2C(=O)OC(C)(C)C)C tert-butyl (1R,5S)-3-(6,8-difluoro-2-(((2R,7aS)-2-fluorotetrahydro-1H-pyrrolizin-7a(5H)-yl)methoxy)-5-methylquinazolin-4-yl)-3,8-diazabicyclo[3.2.1]octane-8-carboxylate